N1C(NC(CC1)=O)=O dihydropyrimidine-2,4-dione